FC(C1=NN(C(=C1)C(F)(F)F)C1=CC=C(C=C1)NC1=NC=CC2=CC=CC=C12)(F)F N-[4-[3,5-bis(trifluoromethyl)-1H-pyrazol-1-yl]phenyl]-1-isoquinolinamine